titanium-iron nickel [Ni].[Fe].[Ti]